C(C)(C)(C)OC(=O)N1CCC(=CC1)B1OC(C(O1)(C)C)(C)C.BrC1=CC=C(S1)\C=C/1\C(NC2=CC=CC=C12)=O (E)-3-((5-bromothien-2-yl)methylene)indol-2-one tert-butyl-4-(4,4,5,5-tetramethyl-1,3,2-dioxaborolan-2-yl)-3,6-dihydropyridine-1(2H)-carboxylate